ClC1=C(NC2=NC=C(C(=N2)NCCCN2C(CCCC2)=O)C(F)(F)F)C=CC(=C1)N1CCOCC1 1-[3-[[2-(2-Chloro-4-morpholino-anilino)-5-(trifluoromethyl)pyrimidin-4-yl]amino]propyl]piperidin-2-one